6-(4-Methylbenzyl)-3-(3-chlorobenzyl)-2,3,4,6-tetrahydropyrido[3,4-c][1,8]naphthyridine CC1=CC=C(CN2C=C3C(C=4C=CC=NC24)=CCN(C3)CC3=CC(=CC=C3)Cl)C=C1